Cl.N1CC(=CC1)C=1C=2N(C=C(C1)C=1C=NN(C1)C)N=CC2C#N 4-(2,5-dihydro-1H-pyrrol-3-yl)-6-(1-methyl-1H-pyrazol-4-yl)pyrazolo[1,5-a]pyridine-3-carbonitrile hydrochloride